tert-butyl 2-formyl-7-azaspiro[3.5]nonane-7-carboxylate C(=O)C1CC2(C1)CCN(CC2)C(=O)OC(C)(C)C